4-((14-((5-(5H-pyrido[4,3-b]indol-7-yl)pyridin-2-yl)oxy)-3,6,9,12-tetraoxatetradecyl)amino)-2-(2,6-dioxopiperidin-3-yl)isoindoline-1,3-dione C1=NC=CC=2NC=3C=C(C=CC3C21)C=2C=CC(=NC2)OCCOCCOCCOCCOCCNC2=C1C(N(C(C1=CC=C2)=O)C2C(NC(CC2)=O)=O)=O